CC=1C(=NC=C(C1)C1=NOC(C1)(C1=CC(=C(C(=C1)F)F)F)C(F)(F)F)C(=O)N 3-methyl-5-[5-trifluoromethyl-5-(3,4,5-trifluorophenyl)-4,5-dihydroisoxazol-3-yl]-pyridinecarboxamide